6-bromo-2-(trifluoromethyl)pyrazolo[1,5-a]Pyrimidine BrC=1C=NC=2N(C1)N=C(C2)C(F)(F)F